C12COCC(CNC1)C2NC(C)=O N-(3-oxa-7-azabicyclo[3.3.1]non-9-yl)acetamide